BrC1=C(C(=CC(=C1)Cl)OC)I 1-bromo-5-chloro-2-iodo-3-methoxy-benzene